4-bromo-5'-chloro-1',2-dimethyl-1'H,2H-[3,4'-bipyrazole]-3'-carbonitrile BrC1=C(N(N=C1)C)C=1C(=NN(C1Cl)C)C#N